6-(2-((3-fluorooxetan-3-yl)methoxy)pyrimidin-5-yl)-2-((3-phenyl-1,2,4-oxadiazol-5-yl)methyl)pyridazine-3(2H)-one FC1(COC1)COC1=NC=C(C=N1)C=1C=CC(N(N1)CC1=NC(=NO1)C1=CC=CC=C1)=O